Ethyl 5,7-dihydroxy-6-phenylpyrazolo[1,5-a]pyrimidine-3-carboxylate OC1=NC=2N(C(=C1C1=CC=CC=C1)O)N=CC2C(=O)OCC